3-(8-azabicyclo[3.2.1]oct-6-yl)-1-(4-methylbenzenesulfonyl)-1H-indole C12CCCC(C(C1)C1=CN(C3=CC=CC=C13)S(=O)(=O)C1=CC=C(C=C1)C)N2